6-chloro-4-methoxynicotinic acid methyl ester COC(C1=CN=C(C=C1OC)Cl)=O